(R)-1-(2,5-Dimethyl-2H-pyrazol-3-yl)-pyrrolidin CN1N=C(C=C1N1CCCC1)C